[Se]1[Se]C=CC1 diselenoline